tert-butyl 4-(2-(tert-butoxycarbonyl)hydrazinyl)-3,3-difluoropiperidine-1-carboxylate C(C)(C)(C)OC(=O)NNC1C(CN(CC1)C(=O)OC(C)(C)C)(F)F